CN(C(=O)C1(CCOCC1)C)C=1C=C2C(=NC1)N=C(N2)C2=NNC=1C[C@@]3([C@H](CC21)C3)C N,4-Dimethyl-N-(2-((4aS,5aR)-5a-methyl-1,4,4a,5,5a,6-hexahydrocyclopropa[f]indazol-3-yl)-1H-imidazo[4,5-b]pyridin-6-yl)tetrahydro-2H-pyran-4-carboxamide